[Cl-].C(C=CC)[NH3+] but-2-en-1-aminium chloride